tridecyl cycloheptyl-sulfonate dimethyl-1-(1-(tert-butoxycarbonyl)-7-methylazepin-3-yl)-3-methoxy-4-carbonyl-1,4-dihydropyridine-2,5-dicarboxylate COC(=O)C=1N(C=C(C(C1OC)=C=O)C(=O)OC)C1=CN(C(=CC=C1)C)C(=O)OC(C)(C)C.C1(CCCCCC1)S(=O)(=O)OCCCCCCCCCCCCC